ClC=1C=C2C=C(NC2=CC1)C(=O)NC(CC(=O)[O-])CC1=C(C=CC=C1)Cl 3-(5-chloro-1H-indole-2-carboxamido)4-(2-chlorophenyl)butanoate